trans-2-(4-((4-(5-Isopropyl-1,2,4-oxadiazol-3-yl)pyridin-2-yl)((4-(4-methoxy-3-methylphenyl)bicyclo[2.2.2]octan-1-yl)methyl)carbamoyl)cyclohexyl)acetic acid C(C)(C)C1=NC(=NO1)C1=CC(=NC=C1)N(C(=O)[C@@H]1CC[C@H](CC1)CC(=O)O)CC12CCC(CC1)(CC2)C2=CC(=C(C=C2)OC)C